P(=O)(OC1=CC=C2C(=CNC2=C1)CCN(CC)CC)([O-])[O-] 3-(2-(diethylamino) ethyl)-1H-indol-6-yl phosphate